O1CCN(CC1)CCC[Si]1(OCCOCCO1)C 2-(3-morpholinopropyl)-2-methyl-1,3,6-trioxa-2-silacyclooctane